ClC1=CC(=C(C=C1)C1(OC2=C(O1)C=CC=C2C2CCN(CC2)CC=2N(C(=CN2)/C=C/C(=O)O)CCOC(C)C)C)F (E)-3-(2-((4-(2-(4-chloro-2-fluorophenyl)-2-methylbenzo[d][1,3]dioxol-4-yl)piperidin-1-yl)methyl)-1-(2-isopropoxyethyl)-1H-imidazol-5-yl)acrylic acid